O1CCC(CC1)C(C)NC(C)=O N-(1-(tetrahydro-2H-pyran-4-yl)ethyl)acetamide